2-[3-(5-{(R)-(1,3-Dimethyl-azetidin-3-yl)-hydroxy-[4-(4,4,5,5-tetramethyl-[1,3,2]dioxaborolan-2-yl)-phenyl]-methyl}-pyridin-3-yl)-[1,2,4]oxadiazol-5-yl]-propan-2-ol CN1CC(C1)(C)[C@@](C=1C=C(C=NC1)C1=NOC(=N1)C(C)(C)O)(C1=CC=C(C=C1)B1OC(C(O1)(C)C)(C)C)O